(3S)-N,5-dimethyl-3-((7-(2-propanyl)-2-(2-(2-propenoyl)-2,6-diazaspiro[3.4]octan-6-yl)-4-quinazolinyl)amino)hexanamide CNC(C[C@H](CC(C)C)NC1=NC(=NC2=CC(=CC=C12)C(C)C)N1CC2(CN(C2)C(C=C)=O)CC1)=O